2-bromo-5-chloro-3-fluoropyridin-4-amine BrC1=NC=C(C(=C1F)N)Cl